CN1OC([C@H]2[C@H]1CC[C@](C2)(CC=C(C)C)C)(C)C |r| rac-(3aR,5S,7aR)-1,3,3,5-tetramethyl-5-(3-methylbut-2-en-1-yl)octahydro-benzo[c]isoxazole